BrC=1C(=CC=2C3=C(C(=NC2C1F)SC)N=C(N3C3C1CN(C3C1)C(=O)OC(C)(C)C)CC)CCC#N tert-butyl {endo}-5-(7-bromo-8-(2-cyanoethyl)-2-ethyl-6-fluoro-4-(methylthio)-1H-imidazo[4,5-c]quinolin-1-yl)-2-azabicyclo[2.1.1]hexane-2-carboxylate